(6-chloronaphthalen-1-yl)-4,6-diphenyl-1,3,5-triazine ClC=1C=C2C=CC=C(C2=CC1)C1=NC(=NC(=N1)C1=CC=CC=C1)C1=CC=CC=C1